C(#N)C=1C=C(C=NC1)[C@H]1NOCC1 (S)-3-(5-cyanopyridin-3-yl)isoxazolidine